3-(Methacryloxy)propyl-trimethoxysilane C(C(=C)C)(=O)OCCC[Si](OC)(OC)OC